2-((S)-4-(8-fluoro-2-(((S)-1-methylpyrrolidin-2-yl)methoxy)-7-(5,6,7,8-tetrahydronaphthalen-1-yl)pyrido[4,3-d]pyrimidin-4-yl)piperazin-2-yl)acetonitrile FC1=C(N=CC2=C1N=C(N=C2N2C[C@@H](NCC2)CC#N)OC[C@H]2N(CCC2)C)C2=CC=CC=1CCCCC21